2-(1-(cyclopropylsulfonyl)-1H-pyrazol-4-yl)-N-(4-(4-((2-methoxyethyl)amino)piperidin-1-yl)-5-((1-methyl-1H-pyrazol-4-yl)ethynyl)pyridin-2-yl)pyrimidin-4-amine C1(CC1)S(=O)(=O)N1N=CC(=C1)C1=NC=CC(=N1)NC1=NC=C(C(=C1)N1CCC(CC1)NCCOC)C#CC=1C=NN(C1)C